BrCCOC(CCCCCCCCCCCCCCCCC)=O stearic acid-2-bromoethyl ester